3-(2-bromophenyl)-5-trifluoromethyl-1,3,4-oxadiazole BrC1=C(C=CC=C1)N1COC(=N1)C(F)(F)F